N-(3-benzamidophenyl)-4-(pyrimidin-4-yl)piperazine-1-carboxamide C(C1=CC=CC=C1)(=O)NC=1C=C(C=CC1)NC(=O)N1CCN(CC1)C1=NC=NC=C1